C(C1=CC=CC=C1)[C@](CC(F)(F)F)(C)NC(=O)C=1C=NC2=C(C=CC=C2C1)Cl N-[(1S)-1-benzyl-3,3,3-trifluoro-1-methyl-propyl]-8-chloro-quinoline-3-carboxamide